α-(4-tolylsulfonyloxy)imino-4-methoxybenzyl cyanide C1(=CC=C(C=C1)S(=O)(=O)ON=C(C1=CC=C(C=C1)OC)C#N)C